FC1=C(C=CC(=C1)C=1N=NNC1)NC(=O)C1=C(N=C(NC1=O)SC)O N-(2-fluoro-4-(1H-1,2,3-triazol-4-yl)phenyl)-4-hydroxy-2-(methylthio)-6-oxo-1,6-dihydropyrimidine-5-carboxamide